(S)-2-(2-(3-(3-chloropyridin-2-yloxy)pyrrolidin-1-yl)-5-(2-methoxyphenoxy)phenyl)ethanol ClC=1C(=NC=CC1)O[C@@H]1CN(CC1)C1=C(C=C(C=C1)OC1=C(C=CC=C1)OC)CCO